6α-ethyl-4β-fluoro-7α-hydroxy-3-oxo-5β-cholan-24-oic acid methyl ester COC(CC[C@@H](C)[C@H]1CC[C@H]2[C@@H]3[C@@H]([C@@H]([C@@H]4[C@H](C(CC[C@]4(C)[C@H]3CC[C@]12C)=O)F)CC)O)=O